N[C@@H](C(=O)OC)CNC(C1=CC(=CC(=C1)F)C1=C(C=NN1CC)Cl)=O (R)-methyl 2-amino-3-(3-(4-chloro-1-ethyl-1H-pyrazol-5-yl)-5-fluorobenzamido)propanoate